ethyl ethylacrylate (ETHYL ACRYLATE) C(C)C(C(=O)O)=C.C(C)C(C(=O)OCC)=C